ICC(CCCCC)I 1,2-diiodoheptane